2-cyclohexyl-2-(cyclopentylethyl)-1,3-dimethoxypropane C1(CCCCC1)C(COC)(COC)CCC1CCCC1